COC(C1=C(C=C(C=C1C=C1CCN(CC1)C(C1=CC(=CC=C1)Cl)=O)OC)O)=O 2-hydroxy-4-methoxy-6-{[1-(3-chlorobenzoyl)piperidin-4-ylidene]methyl}benzoic acid methyl ester